C[C@](N)(CC1=CC=C(C=C1)O)C(=O)O DL-alpha-methyl-tyrosine